3-amino-N-(1-(3-((3-((2-aminoethyl)amino)propyl)amino)propyl)piperidin-4-yl)-2-oxo-1-(1-phenyl-1,2,3,4-tetrahydroquinolin-7-yl)-1,2-dihydrothieno[2,3-b]pyrazine-6-carboxamide NC=1C(N(C2=C(N1)SC(=C2)C(=O)NC2CCN(CC2)CCCNCCCNCCN)C2=CC=C1CCCN(C1=C2)C2=CC=CC=C2)=O